4-((S)-2-((S)-2-((tert-Butoxy)amino)-3-methylbutanamido)propanamido)-2-cyanobenzoic acid C(C)(C)(C)ON[C@H](C(=O)N[C@H](C(=O)NC1=CC(=C(C(=O)O)C=C1)C#N)C)C(C)C